(2R)-1-methoxy-3-methyl-1-oxobutan COC(CC(C)C)=O